N,2-dimethylacrylamide CC(=C)C(=O)NC